benzyl 4-(6-bromo-1H-benzo[d]imidazol-1-yl)piperidine-1-carboxylate BrC=1C=CC2=C(N(C=N2)C2CCN(CC2)C(=O)OCC2=CC=CC=C2)C1